FC(OC=1C=C(C=CC1)SC1=CC(=C(C=C1C)N=CN(C)CC)C)F N'-(4-{[3-(difluoromethoxy)phenyl]thio}-2,5-dimethylphenyl)-N-ethyl-N-methylformamidine